1-[6,7-dichloro-10-(1H-pyrazol-4-yl)-3,4-dihydro-1H-pyrazino[1,2-a]indol-2-yl]-2,4-dimethoxy-butan-1-one ClC1=C(C=CC=2C(=C3N(C12)CCN(C3)C(C(CCOC)OC)=O)C=3C=NNC3)Cl